NC1=NC=NC2=C(C=CC=C12)C(=O)NC1=C2C=CN=C(C2=CC=C1C)NC1=C(C=C(C=C1F)F)F 4-amino-N-(6-methyl-1-((2,4,6-trifluorophenyl)amino)isoquinolin-5-yl)quinazolin-8-carboxamide